((6-fluoro-2-methylpyridin-3-yl)oxy)-4-methyl-5-nitronicotinic acid methyl ester COC(C1=C(N=CC(=C1C)[N+](=O)[O-])OC=1C(=NC(=CC1)F)C)=O